C1(=CC=CC=C1)C1=CC(=NC=C1)N1CCN(CC1)C(=O)C1=CC(NC2=CC=CC=C12)=O 4-(4-(4-phenylpyridin-2-yl)piperazine-1-carbonyl)quinolin-2(1H)-one